5-(2-chloro-3-nitrophenoxy)-3-cyclopropyl-1-(2-fluoro-4-iodophenyl)-6,8-dimethylpyrido[2,3-d]pyrimidine-2,4,7(1H,3H,8H)-trione ClC1=C(OC2=C(C(N(C=3N(C(N(C(C32)=O)C3CC3)=O)C3=C(C=C(C=C3)I)F)C)=O)C)C=CC=C1[N+](=O)[O-]